N-[6-phenoxy-2-(2,2,4-trimethylpyrrolidin-1-yl)pyrimidin-4-yl]benzenesulfonamide O(C1=CC=CC=C1)C1=CC(=NC(=N1)N1C(CC(C1)C)(C)C)NS(=O)(=O)C1=CC=CC=C1